5-Aminomethyl-2-selenouracil NCC=1C(NC(NC1)=[Se])=O